(3R,5R,6R)-3-((R)-3-amino-2-oxopyrrolidin-1-yl)-6-((Z)-2-(2-aminothiazol-4-yl)-2-(((2-carboxypropan-2-yl)oxy)imino)acetamido)-7-oxo-4-thia-1-azabicyclo[3.2.0]heptane-3-carboxylate N[C@H]1C(N(CC1)[C@@]1(CN2C([C@H]([C@H]2S1)NC(\C(=N/OC(C)(C)C(=O)O)\C=1N=C(SC1)N)=O)=O)C(=O)[O-])=O